CC(C(=O)N1CC2=C(CC1)NN=C2C(=O)N2CCC(CC2)C2=C(C=CC=C2)C(F)(F)F)(C)C 2,2-dimethyl-1-(3-(4-(2-(trifluoromethyl)phenyl)piperidine-1-carbonyl)-6,7-dihydro-1H-pyrazolo[4,3-c]pyridin-5(4H)-yl)propan-1-one